6-{8-[(2-cyano-2-methylideneethyl)amino]-7-methoxynaphthalen-2-yl}-N-[(1r,4r)-4-(dimethylamino)cyclohexyl]pyrimidine-4-carboxamide C(#N)C(CNC=1C(=CC=C2C=CC(=CC12)C1=CC(=NC=N1)C(=O)NC1CCC(CC1)N(C)C)OC)=C